O=C1N(CCC(N1COCC[Si](C)(C)C)=O)C1=C2C(=NC=C1)N(C=C2)C2CCN(CC2)C(=O)OC(C)(C)C tert-Butyl 4-(4-(2,4-dioxo-3-((2-(trimethylsilyl)ethoxy)methyl)tetrahydropyrimidin-1(2H)-yl)-1H-pyrrolo[2,3-b]pyridin-1-yl)piperidine-1-carboxylate